ethyl 1-(1-(5-methyl-1,3,4-oxadiazol-2-yl) cyclopropyl)-5-(tetrahydro-2H-pyran-4-yl)-1H-indole-2-carboxylate CC1=NN=C(O1)C1(CC1)N1C(=CC2=CC(=CC=C12)C1CCOCC1)C(=O)OCC